5-(1H-pyrazol-4-yl)-2-(6-((2,2,6,6-tetra-methylpiperidin-4-yl)-(trifluoromethyl)amino)-pyridazin-3-yl)phenol N1N=CC(=C1)C=1C=CC(=C(C1)O)C=1N=NC(=CC1)N(C(F)(F)F)C1CC(NC(C1)(C)C)(C)C